C(C)(C)(C)OC(=O)NCCNC(=O)C1CCN(CC1)C=1SC=C(N1)C(=O)N[C@@H](CO[Si](C)(C)C(C)(C)C)C(=O)OC Methyl N-(2-(4-((2-((tert-butoxycarbonyl)amino)ethyl)carbamoyl)piperidin-1-yl)thiazole-4-carbonyl)-O-(tert-butyldimethylsilyl)-L-serinate